(2S,3r)-2-((tert-butoxycarbonyl)amino)-3-(2-chlorophenyl)-4-methylpentanoic acid C(C)(C)(C)OC(=O)N[C@H](C(=O)O)[C@H](C(C)C)C1=C(C=CC=C1)Cl